C1(=CC=CC=C1)S(=O)(=O)O.CC1(COC1)COC1=CC2=C(N(C=N2)C2=NC3=C(C=CC=C3C=C2)N2CCC(CC2)N)C=C1 1-[2-[5-[(3-Methyl-3-oxetanyl)methoxy]-1H-benzimidazol-1-yl]-8-quinolinyl]-4-piperidinamine monobenzenesulfonate